N-(3-(dimethylamino)-2,5-diiodophenyl)-N,4-dimethylbenzenesulfonamide CN(C=1C(=C(C=C(C1)I)N(S(=O)(=O)C1=CC=C(C=C1)C)C)I)C